1-((2R,4aS,4bR,6aR,8S,11aS,11bR,13aR)-2-hydroxy-2,6a-dimethyloctadecahydro-1H-cyclohepta[a]phenanthren-8-yl)ethan-1-one O[C@@]1(CC[C@@H]2[C@H]3CC[C@]4([C@H]([C@@H]3CC[C@@H]2C1)CCC[C@@H](C4)C(C)=O)C)C